FC=1C=C(C=CC1C1=NOC(=N1)C(F)(F)F)CN(C(CC)=O)OC N-[[3-fluoro-4-[5-(trifluoromethyl)-1,2,4-oxadiazol-3-yl]phenyl]methyl]-N-methoxy-propanamide